dioctyl-para-phenylenediamine C(CCCCCCC)NC1=CC=C(C=C1)NCCCCCCCC